C1(=CCC1)C(=O)N1[C@@H]2C[C@@]([C@@H]2CC1)(OC=1C=2N(C=C(N1)C1=CN=C(S1)C)N=CC2)C |r| racemic-cyclobut-1-en-1-yl((1R,5R,6S)-6-methyl-6-((6-(2-methylthiazol-5-yl)pyrazolo[1,5-a]pyrazin-4-yl)oxy)-2-azabicyclo[3.2.0]heptan-2-yl)methanone